FC=1C=C(C=C(C1)F)N(C(NCC1CCC(CC1)COCC(=O)O)=O)C1=CC=CC=C1 2-((4-((3-(3,5-difluorophenyl)-3-phenylureido)methyl)cyclohexyl)methoxy)acetic acid